hexafluorophosphate potassium salt [K+].F[P-](F)(F)(F)(F)F